C(C)(C)(C)OC(N[C@H]1CN(CCC1)CC1=CC(=NC=C1)C(C)=O)=O (R)-(1-((2-Acetylpyridin-4-yl)methyl)piperidin-3-yl)carbamic acid tert-butyl ester